C(#N)C1=C(C=CC=C1)SC=1C=2N(C=C(C1)C=1C=NN(C1)C1CCN(CC1)C([C@H](C)O)=O)N=CC2C#N (S)-4-((2-cyanophenyl)thio)-6-(1-(1-(2-hydroxypropanoyl)piperidin-4-yl)-1H-pyrazol-4-yl)pyrazolo[1,5-a]pyridine-3-carbonitrile